NC1=C(C(=CC=C1N)O)C=1C(=CC=C(C1N)N)O 3,3',4,4'-tetraaminobiphenol